C(#N)C=1C=C(COC2=C(SC=C2)C(=O)NC=2C=NC=CC2)C=CC1 3-(3-cyanobenzyloxy)-N-(pyridin-3-yl)thiophene-2-carboxamide